(6-bromo-1H-indol-2-yl)methylamine BrC1=CC=C2C=C(NC2=C1)CN